4,7-dibromobenzo-2,1,3-thiadiazole BrC1=CC=C(C2=NSN=C21)Br